1-(tert-butyl) 2-methyl 7-chloro-1H-indole-1,2-dicarboxylate ClC=1C=CC=C2C=C(N(C12)C(=O)OC(C)(C)C)C(=O)OC